7-Bromo-3-cyclopropyl-8-methyl-[1,2,4]triazolo[4,3-a]pyridine BrC1=C(C=2N(C=C1)C(=NN2)C2CC2)C